3-(4,4-difluoropiperidin-1-yl)-4-(methoxy-d3)aniline FC1(CCN(CC1)C=1C=C(N)C=CC1OC([2H])([2H])[2H])F